6-(4,6-diphenyl-1,3,5-triazin-2-yl)-4'-(3,6-diphenyl-9H-carbazol-9-yl)-[1,1'-biphenyl]-3-carbonitrile C1(=CC=CC=C1)C1=NC(=NC(=N1)C1=CC=CC=C1)C1=CC=C(C=C1C1=CC=C(C=C1)N1C2=CC=C(C=C2C=2C=C(C=CC12)C1=CC=CC=C1)C1=CC=CC=C1)C#N